C(C)(C)(C)OC(=O)C1CCN(CC1)CC1=C2C=CN(C2=CC=C1)[C@@H]1C(NC(CC1)=O)=O 1-[[1-[(3S)-2,6-dioxo-3-piperidinyl]indol-4-yl]methyl]piperidine-4-carboxylic acid tert-butyl ester